N-(6-methoxy-1-methylindazol-7-yl)-6-(5-methyl-1,2,3,4-tetrazol-2-yl)pyridine-3-sulfonamide COC1=CC=C2C=NN(C2=C1NS(=O)(=O)C=1C=NC(=CC1)N1N=C(N=N1)C)C